1-butyl-3-methylimidazole butyrate C(CCC)(=O)O.C(CCC)N1CN(C=C1)C